2-nitro-4'-chlorodiphenyl sulfide C1=CC=C(C(=C1)[N+](=O)[O-])SC2=CC=C(C=C2)Cl